3-(4-methoxyphenoxy)azetidine hydrochloride Cl.COC1=CC=C(OC2CNC2)C=C1